4,6-dibromo-7-hydroxybutylphthalide BrC1=C2COC(=O)C2=C(C(=C1)Br)CCCCO